Dibenzyl 2-[[3-(2,5-dioxopyrrolidin-1-yl)oxy-3-oxo-propyl]carbamoyl]-2-undecyl-tridecanedioate O=C1N(C(CC1)=O)OC(CCNC(=O)C(C(=O)OCC1=CC=CC=C1)(CCCCCCCCCCC(=O)OCC1=CC=CC=C1)CCCCCCCCCCC)=O